ClC1=C(C=CC(=C1)[N+](=O)[O-])NC(NC1=C(C=CC=C1)Cl)=O 3-(2-chloro-4-nitrophenyl)-1-(2-chlorophenyl)-urea